O(C1=CC=CC=C1)C1=CC=C(C=C1)N1N=C2C(NCCC2N2[C@@H]3CN([C@H](C2)C3)C(C=C)=O)=C1C(=O)N 2-(4-phenoxyphenyl)-7-[(1S,4S)-5-(prop-2-enoyl)-2,5-diazabicyclo[2.2.1]heptan-2-yl]-4,5,6,7-tetrahydro-2H-pyrazolo[4,3-b]pyridine-3-carboxamide